17-oxo-4,7,10,13-tetraoxa-16-azahexacosanoic acid O=C(NCCOCCOCCOCCOCCC(=O)O)CCCCCCCCC